BrC1=CC2=CN(N=C2C=C1)CC(C)O 1-(5-bromo-2H-indazol-2-yl)propan-2-ol